C(C(C)C)OC=1C(=NN(C(C1)=O)CC(=O)NC12CC(C1)(C2)C2=NC(=NO2)C)C(C)C 2-(4-isobutoxy-3-isopropyl-6-oxopyridazin-1(6H)-yl)-N-(3-(3-methyl-1,2,4-oxadiazol-5-yl)bicyclo[1.1.1]pentan-1-yl)acetamide